COC1=C(C=C(C(=C1)CCC)OC)C[C@H](CF)N |r| racemic-1-(2,5-dimethoxy-4-propylphenyl)-3-fluoropropan-2-amine